(dimethylfluorenyl)[(phenyl)(biphenylyl)triazinylphenyl]dibenzofuran CC=1C(=C(C=2CC3=CC=CC=C3C2C1)C1=C(C2=C(OC3=C2C=CC=C3)C=C1)C1=C(C(=C(C=C1)C1=CC=CC=C1)C1=C(C=CC=C1)C1=CC=CC=C1)C1=NN=NC=C1)C